C1(CCCCC1)C1=CC=C(C=C1)NC=1C2=C(N=C(N1)C1=CC(=NC=C1)OC)C(N(C2)C(C)C)=O 4-[(4-cyclohexylphenyl)amino]-2-(2-methoxypyridin-4-yl)-6-(prop-2-yl)-5,6-dihydro-7H-pyrrolo[3,4-d]pyrimidin-7-one